FC(OC1=CC=CC=2C(N([C@H]3C4=NC=5C=CC(=CC5N4[C@@H](C12)C3)C#CC=3N(C=NC3)C)C)=O)F (1R,11R)-18-(difluoromethoxy)-12-methyl-5-[2-(3-methylimidazol-4-yl)ethynyl]-2,9,12-triazapentacyclo[9.8.1.0^{2,10}.0^{3,8}.0^{14,19}]icosa-3(8),4,6,9,14(19),15,17-heptaen-13-one